ClC1=NC=C(C(=N1)N(C1=C(C=CC(=C1)CO)C)CC1=C(C#N)C=CC=C1)F 2-(((2-chloro-5-fluoropyrimidin-4-yl)(5-(hydroxymethyl)-2-methylphenyl)amino)methyl)benzonitrile